C1(CC1)C=1C=CC=2N(C1)C=C(N2)COC=2C=CC1=C(NC(=NS1(=O)=O)[C@@H]1[C@H](C1)C1=NC=CC(=N1)C)C2 |r| rac-6-((6-cyclopropylimidazo[1,2-a]pyridin-2-yl)methoxy)-3-((1S*,2S*)-2-(4-methylpyrimidin-2-yl)cyclopropyl)-4H-benzo[e][1,2,4]thiadiazine 1,1-dioxide